N-(3-(7-((4-(4-acetylpiperazin-1-yl)-2-methoxyphenyl)amino)-3-benzyl-2,4-dioxo-3,4-dihydropyrimido[4,5-d]pyrimidin-1(2H)-yl)phenyl)acrylamide C(C)(=O)N1CCN(CC1)C1=CC(=C(C=C1)NC1=NC=C2C(=N1)N(C(N(C2=O)CC2=CC=CC=C2)=O)C=2C=C(C=CC2)NC(C=C)=O)OC